(E)-4-(dimethylamino)but-2-enoic acid methyl ester COC(\C=C\CN(C)C)=O